BrC=1C=C2C(=NC1)C(C(N2C2CC(C2)(N2CCOC1(CC1)C2)C)=O)(C)C 6-bromo-3,3-dimethyl-1-((1s,3s)-3-methyl-3-(4-oxa-7-azaspiro[2.5]oct-7-yl)cyclobutyl)-1,3-dihydro-2H-pyrrolo[3,2-b]pyridin-2-one